5-((5-(difluoromethoxy)-1H-pyrazol-3-yl)amino)-3-(((tetrahydro-2H-pyran-4-yl)methyl)amino)pyrazine-2-carbonitrile FC(OC1=CC(=NN1)NC=1N=C(C(=NC1)C#N)NCC1CCOCC1)F